ClC=1SC(=CN1)[C@H]1CSC=2N1C(C(=C([N+]2C)[O-])C2=CC(=CC=C2)C(F)(F)F)=O (3R)-3-(2-chlorothiazol-5-yl)-8-methyl-5-oxo-6-[3-(trifluoromethyl)phenyl]-2,3-dihydrothiazolo[3,2-a]pyrimidin-8-ium-7-olate